gamma-(N-benzyl)aminopropyltriethoxysilane C(C1=CC=CC=C1)NCCC[Si](OCC)(OCC)OCC